methyl 5-((tert-butoxycarbonyl)amino)-4-((7,8-dimethyl-[1,2,4]triazolo[1,5-a]pyridin-6-yl) ethynyl)thiazole-2-carboxylate C(C)(C)(C)OC(=O)NC1=C(N=C(S1)C(=O)OC)C#CC=1C(=C(C=2N(C1)N=CN2)C)C